3-amino-6-bromo-5-(trifluoromethyl)pyridine-2-carboxylic acid methyl ester COC(=O)C1=NC(=C(C=C1N)C(F)(F)F)Br